trans-N-[6-(2-chloro-6-fluoro-phenyl)pyridazin-3-yl]-3-(tetrahydropyran-4-ylmethyl)-3-azabicyclo[3.1.0]hexane-6-amine ClC1=C(C(=CC=C1)F)C1=CC=C(N=N1)NC1C2CN(CC12)CC1CCOCC1